S1C(=NC2=C1C=CC=C2)NC2=CC=C(N=N2)NC=2SC=C(N2)C(=O)OCC ethyl 2-({6-[(1,3-benzothiazol-2-yl)amino]pyridazin-3-yl}amino)-1,3-thiazole-4-carboxylate